CN(C1CN(C1)C=1C=CC(=C(C(=O)N[C@H](C)C2=CC(=CC(=C2)OC)C=2C=NN(C2)CC(=O)N(C)C)C1)C)C 5-[3-(dimethylamino)azetidin-1-yl]-N-[(1R)-1-[3-[1-[2-(dimethylamino)-2-oxo-ethyl]pyrazol-4-yl]-5-methoxy-phenyl]ethyl]-2-methyl-benzamide